2-(4-isopropylbenzenesulfenyl)benzoic acid C(C)(C)C1=CC=C(C=C1)SC1=C(C(=O)O)C=CC=C1